BrC1=CC=C2N=C(C=3N(C2=C1)C=NN3)Cl 8-bromo-4-chloro-[1,2,4]triazolo[4,3-a]quinoxaline